C(C=C)C1=CC=C(C=C1)F 1-allyl-4-fluorobenzene